2-(6-{5-chloro-2-[(oxan-4-yl)amino]pyrimidin-4-yl}-1-oxo-2,3-dihydro-1H-isoindol-2-yl)propanamide ClC=1C(=NC(=NC1)NC1CCOCC1)C1=CC=C2CN(C(C2=C1)=O)C(C(=O)N)C